CC(CCCCCC)NC1=CC=C(C=C1)NC(CCCCCC)C N,N'-bis(1-methylheptyl)-p-phenylene-diamine